C(C1=CC=CC=C1)OC(=O)N[C@@H](C(=O)OC)CNC(C1=CC(=C(C=C1)CC)F)=O (R)-methyl 2-(((benzyloxy)carbonyl)amino)-3-(4-ethyl-3-fluorobenzamido)propanoate